C(#N)C=1C=C(C(=NC1)OC)S(=O)(=O)NC1=C(C(=C(C=C1)F)COC=1C=C2C(=NC1)NN=C2)F 5-cyano-N-[2,4-difluoro-3-([1H-pyrazolo[3,4-b]pyridin-5-yloxy]methyl)phenyl]-2-methoxypyridine-3-sulfonamide